benzyl 4-{[1-(4-{(2S,3R)-1-[2-(benzyloxy)-3-fluorophenyl]-3-ethyl-3-methoxy-4-oxoazetidin-2-yl}-2-fluoro-5-methoxyphenyl)piperidin-4-yl]methyl}piperazine-1-carboxylate C(C1=CC=CC=C1)OC1=C(C=CC=C1F)N1[C@H]([C@](C1=O)(OC)CC)C1=CC(=C(C=C1OC)N1CCC(CC1)CN1CCN(CC1)C(=O)OCC1=CC=CC=C1)F